ClC=1C=CC2=C(OC3=C2C=CC=C3)C1C1=CC=CC=C1 3-chloro-4-phenyldibenzo[b,d]furan